C1(CC1)O[C@@](COC1OCCCC1)(C1=CC=CC=C1)C1=NC(=NC2=CC=C(C=C12)C=1C2=C(CN(C1)C)N(C=C2)S(=O)(=O)C2=CC=C(C)C=C2)N2CC(C2)OC2CCNCC2 4-(4-((1S)-1-cyclopropoxy-1-phenyl-2-((tetrahydro-2H-pyran-2-yl)oxy)ethyl)-2-(3-(piperidin-4-yloxy)azetidin-1-yl)quinazolin-6-yl)-6-methyl-1-tosyl-1,6-dihydro-7H-pyrrolo[2,3-c]pyridine